tin hydroxypropanoate OC(C(=O)[O-])C.[Sn+4].OC(C(=O)[O-])C.OC(C(=O)[O-])C.OC(C(=O)[O-])C